benzo[b]thiophene-2-yl(4-(((5-hydroxy-1,2,3,4-tetrahydronaphthalen-2-yl)(propyl)amino)methyl)piperidin-1-yl)methanone S1C2=C(C=C1C(=O)N1CCC(CC1)CN(CCC)C1CC3=CC=CC(=C3CC1)O)C=CC=C2